Methyl 6-(benzyloxy)-9-(chlorosulfonyl)-[1,2,4]triazolo[5,1-a]isoquinoline-5-carboxylate C(C1=CC=CC=C1)OC1=C(N2C(C3=CC(=CC=C13)S(=O)(=O)Cl)=NC=N2)C(=O)OC